N[C@H]1CS(C2=C(N(C1=O)CC1=CC=C(C=C1)Cl)C=C(C(=C2)F)C=2OC(=NN2)C(C)(C)N)(=O)=O (3R)-3-Amino-7-[5-(1-amino-1-methyl-ethyl)-1,3,4-oxadiazol-2-yl]-5-[(4-chlorophenyl)methyl]-8-fluoro-1,1-dioxo-2,3-dihydro-1λ6,5-benzothiazepin-4-one